COC1=C(CN2CCC(CC2)N2CCC3(CCCN(C3)C=3C=CC(=NC3)C(=O)NC3C(NC(CC3)=O)=O)CC2)C=C(C(=C1)C1=CN(C(C2=CN=CC=C12)=O)C)OC 5-(9-(1-(2,5-dimethoxy-4-(2-methyl-1-oxo-1,2-dihydro-2,7-naphthyridin-4-yl)benzyl)piperidin-4-yl)-2,9-diazaspiro[5.5]undec-2-yl)-N-(2,6-dioxopiperidin-3-yl)picolinamide